2-[1-[2-[[[9-isopropyl-2-(4-piperidylamino)purin-6-yl]amino]methyl]phenyl]pyrazol-3-yl]propan-2-ol C(C)(C)N1C2=NC(=NC(=C2N=C1)NCC1=C(C=CC=C1)N1N=C(C=C1)C(C)(C)O)NC1CCNCC1